FC1=CN=C(C=C1C(=O)NC=1SC2=C(N1)C=CC(=C2)C(=O)O)OC 2-(5-fluoro-2-methoxyisonicotinamido)benzo[d]thiazole-6-carboxylic acid